ClC1C(N(SC1Cl)CCCCCCCC)=O 4,5-dichloro-2-octylisothiazolin-3-one